beta-propyl-beta-propiolactone C(CC)C1CC(=O)O1